NC(C(CCC(=O)OC(C)(C)C)N1C(C2=CC=C(C=C2C1)C=1C=NN(C1C1=CC=C(C=C1)C(C)(F)F)C)=O)=O tert-butyl 5-amino-4-[5-[5-[4-(1,1-difluoroethyl)phenyl]-1-methyl-pyrazol-4-yl]-1-oxo-isoindolin-2-yl]-5-oxo-pentanoate